C1(=CC=CC=C1)NC=1C(C(C1NCC1=CC=C(C=C1)C1=NOC(=N1)C(F)(F)F)=O)=O 3-(phenylamino)-4-((4-(5-(trifluoromethyl)-1,2,4-oxadiazol-3-yl)benzyl)amino)cyclobut-3-ene-1,2-dione